10-methyl-7-oxa-4,10,14,19,20-pentaazatetracyclo[13.5.2.12,6.018,21]tricosa-1(20),2,4,6(23),15,17,21-heptaen-9-one CN1C(COC=2C=NC=C(C3=NNC4=CC=C(NCCC1)C=C34)C2)=O